C1(CC1)C=1N=CN(C1)C1=CC(=NC=C1N1C[C@H](OCC1)C)C(=O)OCCCC (R)-butyl 4-(4-cyclopropyl-1H-imidazol-1-yl)-5-(2-methylmorpholino)picolinate